methyl 2-(1-benzyl-1H-pyrazol-5-yl)-2-methylpropionate C(C1=CC=CC=C1)N1N=CC=C1C(C(=O)OC)(C)C